C(=C)C=1C=CC(=NC1)C1=CN=CO1 5-(5-vinylpyridin-2-yl)oxazole